OC1=CC=C(C(=O)OCC)C=C1 ethyl p-Hydroxybenzoate